ClC1=C(C=NN(C1=O)C)CN(C(OC(C)(C)C)=O)C tert-butyl ((5-chloro-1-methyl-6-oxo-1,6-dihydropyridazin-4-yl)methyl)(methyl)carbamate